N-(2-(5-fluoro-1H-indol-3-yl)ethyl)propan-2-amine FC=1C=C2C(=CNC2=CC1)CCNC(C)C